C(C(=C)C)(=O)OCC[NH+](C)C [2-(methacryloyloxy)ethyl]dimethyl-ammonium